(3-((Dimethylamino)methyl)azetidin-1-yl)-N-(3-phenylpropyl)-1H-benzo[d]imidazole-1-carboxamide CN(C)CC1CN(C1)C1=NC2=C(N1C(=O)NCCCC1=CC=CC=C1)C=CC=C2